ethyl 1-benzyl-5-cyano-1,2,3,6-tetrahydropyridine-4-carboxylate C(C1=CC=CC=C1)N1CCC(=C(C1)C#N)C(=O)OCC